1-(4-fluoro-2-{[6-(2-fluoro-6-methoxyphenyl)pyrazin-2-yl]amino}phenyl)hexahydropyridin-4-amine hydrochloride Cl.FC1=CC(=C(C=C1)N1CCC(CC1)N)NC1=NC(=CN=C1)C1=C(C=CC=C1OC)F